C(=O)[O-].C1(CCCCC1)C(OC(C(=O)OC1CC2CCC(C1)[N+]21CCCC1)(C1=CC=CC=C1)C1=CC=CC=C1)OC(CC(C)C)=O 3-(2-(cyclohexyl((3-methylbutanoyl)oxy)methoxy)-2,2-diphenylacetoxy)spiro[bicyclo[3.2.1]octane-8,1'-pyrrolidin]-8-ium formate